C(#N)C1=CC(=C(COC2=CC=CC(=N2)C=2CC3C(CN(C3)C(=O)OC(C)(C)C)C2)C=C1)F tert-butyl 5-(6-((4-cyano-2-fluorobenzyl)oxy)pyridin-2-yl)-3,3a,4,6a-tetrahydrocyclopenta[c]pyrrole-2(1H)-carboxylate